2,7-di-tert-butyl-5,10-dihydrophenazine C(C)(C)(C)C1=CC=2NC3=CC=C(C=C3NC2C=C1)C(C)(C)C